(3S,5R)-5-(3-(2-(3-methylisoxazol-5-yl) acetamido)-1H-pyrazol-5-yl)tetrahydrofuran-3-yl (1-methylcyclopropyl)carbamate CC1(CC1)NC(O[C@@H]1CO[C@H](C1)C1=CC(=NN1)NC(CC1=CC(=NO1)C)=O)=O